C(C)[C@@H]1OC1 (S)-2-ethyloxirane